OC=1C(=C2C(=C(N(C2=CC1)C1=CC=C(C=C1)N1CCCCC1)C)C(C)=O)CN1CCCCC1 1-(5-hydroxy-2-methyl-1-(4-(piperidin-1-yl)phenyl)-4-(piperidin-1-ylmethyl)-1H-indol-3-yl)ethan-1-one